(R,2R)-2-(hydroxymethyl)-2-methyl-N-(tricyclo[6.2.0.03,6]deca-1,3(6),7-trien-2-ylcarbamoyl)-2,3-dihydropyrazolo[5,1-b]oxazole-7-sulfonimidamide OC[C@]1(CN2C(O1)=C(C=N2)[S@](=O)(NC(NC2=C1CCC1=CC=1CCC21)=O)=N)C